C(=O)=CCCCC(=O)N 5-carbonylvaleramide